CC1=CC=C(C=C1)N([C@@H](CO)C(=O)O)S(=O)(=O)S(=O)(=O)O p-methylsulfosulfonylphenylserine